tert-butyl (3S)-3-{[6-methyl-5-(2-methyl-2H-tetrazol-5-yl)pyridin-2-yl]amino}pyrrolidine-1-carboxylate CC1=C(C=CC(=N1)N[C@@H]1CN(CC1)C(=O)OC(C)(C)C)C=1N=NN(N1)C